Cl.N[C@@H]1C[C@H](CC1)C(=O)O |r| rac-trans-3-aminocyclopentane-1-carboxylic acid hydrochloride